C(C)(C)(C)OC(=O)N1CC2=CC=CC(=C2C1)C(F)F 4-(difluoromethyl)isoindoline-2-carboxylic acid tert-butyl ester